tert-butyl N-cyclobutyl-N-[(3R)-1-[2-(trifluoromethanesulfonyloxy)quinoxalin-6-yl]pyrrolidin-3-yl]carbamate C1(CCC1)N(C(OC(C)(C)C)=O)[C@H]1CN(CC1)C=1C=C2N=CC(=NC2=CC1)OS(=O)(=O)C(F)(F)F